BrN1C(C2=CC=CC=C2C2(C1=O)CCC2)=O Bromo-1'h-spiro[cyclobutane-1,4'-isoquinoline]-1',3'(2'h)-dione